CC(C=CC)=O PENTEN-2-ONE